N-(3-(2-((methyl(2-(methylamino)ethyl)-amino)methyl)-5,6-dihydro-4H-pyrrolo[1,2-b]pyrazol-3-yl)-cyclopentyl)ethanesulfonamide CN(CCNC)CC=1C(=C2N(N1)CCC2)C2CC(CC2)NS(=O)(=O)CC